FC(OC1=C(C=CC=C1)P(N(P(C1=CC=C(C=C1)[Si](CCCC)(CCCC)CCCC)C1=CC=C(C=C1)[Si](CCCC)(CCCC)CCCC)C)C1=C(C=CC=C1)OC(F)(F)F)(F)F N-(bis(2-(trifluoromethoxy)phenyl)phosphaneyl)-N-methyl-1,1-bis(4-(tributylsilyl)phenyl)phosphanamine